FC=1C(=C2C(=C(/C(/C2=CC1)=C/C1=CC=C(C=C1)OC1=CC=C(C=C1)F)C)CC(=O)NO)C 2-[(1Z)-5-fluoro-1-{[4-(4-fluorophenoxy)phenyl]methylene}-2,4-dimethyl-1H-inden-3-yl]-N-hydroxyacetamide